2,2-difluorocyclohexanone FC1(C(CCCC1)=O)F